BrC1=CC=C(C(=O)C2=C(N=C(S2)N2CC(C2)(C)NC(OC(C)(C)C)=O)C)C=C1 tert-butyl (1-(5-(4-bromobenzoyl)-4-methylthiazol-2-yl)-3-methylazetidin-3-yl)carbamate